CC1N(CCC1)C1=CC2=C(C=N1)CNC2=O 6-[2-methylpyrrolidin-1-yl]-2,3-dihydro-1H-pyrrolo[3,4-c]pyridin-1-one